FC1=CC(=CC=2N(C(=NC21)C2=CC=C(C=C2)S(=O)(=O)C)C)C2CCN(CC2)C2CCN(CCC2)C2CCOCC2 4-Fluoro-1-methyl-2-(4-(methylsulfonyl)phenyl)-6-(1-(1-(tetrahydro-2H-pyran-4-yl)azepan-4-yl)piperidin-4-yl)-1H-benzo[d]imidazol